FC=1C=C(C=CC1F)C[C@@H](C)N1C(=NC2=C1C=CC=1CCN(CC21)C(=O)OC)[C@@H]2C[C@H](CCC2)C(=O)O (1S,3S)-3-[3-[(2R)-1-(3,4-difluorophenyl)propan-2-yl]-8-(methoxycarbonyl)-3H,6H,7H,8H,9H-imidazo[4,5-h]isoquinolin-2-yl]cyclohexane-1-carboxylic acid